BrC=1C=C(\C=C/2\C(C3=CC(=C(C=C3C2)O)O)=O)C=C(C1)C(F)(F)F (E)-2-(3-bromo-5-(trifluoromethyl)benzylidene)-5,6-dihydroxy-2,3-dihydro-1H-inden-1-one